CC=1C=C(C(=C(C1)O)CCCCCCCCCCC)O 5-Methyl-2-undecylbenzene-1,3-diol